4,6-dichloro-2-(3-pyridyl)-5-trifluoromethylpyrimidine ClC1=NC(=NC(=C1C(F)(F)F)Cl)C=1C=NC=CC1